C1(CC1)C1=C2CCN(C(C2=CC(=C1)CN1C(=NC=C1)NC)=O)[C@@H](C)C1=NC=C(C#N)C(=C1)OCC (S)-6-(1-(5-cyclopropyl-7-((2-(methylamino)-1H-imidazol-1-yl)methyl)-1-oxo-3,4-dihydroisoquinolin-2(1H)-yl)ethyl)-4-ethoxynicotinonitrile